3-(3-methoxythiophen-2-yl)-7,8-dihydro-1,6-naphthyridin COC1=C(SC=C1)C=1C=NC=2CCN=CC2C1